(R)-1-(1-acryloylpiperidin-3-yl)-3-(4-(phenylthio)phenyl)-1H-imidazo[4,5-c]pyridin-2(3H)-one C(C=C)(=O)N1C[C@@H](CCC1)N1C(N(C=2C=NC=CC21)C2=CC=C(C=C2)SC2=CC=CC=C2)=O